CN1CCC[C@H]1C2=CNC(=O)C=C2 The molecule is a 6-hydroxynicotine. It derives from a (S)-nicotine. It is a conjugate base of a (S)-6-hydroxynicotinium(1+). It is an enantiomer of a (R)-6-hydroxynicotine.